4,7-di(9-phenyl-9H-carbazole-3-yl)benzo[c][1,2,5]selenadiazole C1(=CC=CC=C1)N1C2=CC=CC=C2C=2C=C(C=CC12)C1=CC=C(C2=N[Se]N=C21)C=2C=CC=1N(C3=CC=CC=C3C1C2)C2=CC=CC=C2